C(C)(C)(C)O[SiH]([SiH3])OC(C)(C)C 1,1-bis-(t-butoxy)disilane